C(C)(C)(C)C1=C(C=CC(=C1)C(C)(C)C)OC(C1=C(C(=C(C=C1)C(C)(C)C)C(C)(C)C)O)=O 2,4-di-t-butylphenyl-di-t-butyl-hydroxybenzoate